C1(=CC=CC=C1)N(C(\C=C\C1=CC=C(C=C1)C)=O)C1COCC1 (E)-N-Phenyl-3-(p-tolyl)-N-tetrahydrofuran-3-yl-prop-2-enamid